FC1(CC[C@H](C2=CC=C(C=C12)O)C=1C(=CC(=C(C1)C1=CC=CC=C1)N1CCC(CC1)C=O)OC)F (R)-1-(5-(4,4-difluoro-6-hydroxy-1,2,3,4-tetrahydronaphthalen-1-yl)-4-methoxy-[1,1'-biphenyl]-2-yl)piperidine-4-carbaldehyde